CC1=CC=2N(C=C1NC=1N=CC=3N=C4N(C3N1)C1(CCOCC1)CN4C(=O)OC(C)(C)C)N=CN2 tert-butyl 2-((7-methyl-[1,2,4]triazolo[1,5-a]pyridin-6-yl) amino)-2',3',5',6'-tetrahydrospiro[imidazo[1,2-e]purin-8,4'-pyran]-6(7H)-carboxylate